ClC=1C=C(C(=NC1)C(=NO)N)SC1=CC=C(C=C1)C(F)(F)F 5-chloro-N'-hydroxy-3-[4-(trifluoromethyl)phenyl]sulfanyl-pyridine-2-carboxamidine